NC1=C2N=CN(C2=NC=N1)C[C@@H](C)OCP(O)(O)=O (R)-(((1-(6-amino-9H-purin-9-yl)propan-2-yl)oxy)methyl)phosphonic acid